FC1(C(C1)OCCN(CCC(C(=O)O)NC(CC(CC)CC)=O)CCCCC1=NC=2NCCCC2C=C1)F 4-[2-(2,2-difluorocyclopropoxy)ethyl-[4-(5,6,7,8-tetrahydro-1,8-naphthyridin-2-yl)butyl]amino]-2-(3-ethylpentanoylamino)butanoic acid